FC=1C=C2C3=NN(C4=CC=C(OCCCNC(OCC(C1C)=C2)=O)C=C34)C3OCCCC3 4-fluoro-5-methyl-19-(oxan-2-yl)-8,14-dioxa-10,19,20-triazatetracyclo[13.5.2.12,6.018,21]tricosa-1(20),2,4,6(23),15,17,21-heptaen-9-one